FC1=C2CN(C(C2=CC=C1OCC1=NC=C(C=C1)OC)=O)C1=NN(C(C=C1)=O)C 4-Fluoro-5-[(5-methoxypyridin-2-yl)methoxy]-2-(1-methyl-6-oxo-1,6-dihydropyridazin-3-yl)-2,3-dihydro-1H-isoindol-1-one